5-(3-chloro-4-methoxyphenyl)-1H-pyrazolo[4,3-b]pyridine ClC=1C=C(C=CC1OC)C1=CC=C2C(=N1)C=NN2